S1C(=NC=C1)CN1C[C@]2(CCN3N=C(C=C32)C=3C=C(C(=NC3)N)C(F)(F)F)CC1 5-{(3R)-1-[(1,3-thiazol-2-yl)methyl]-5',6'-dihydrospiro[pyrrolidine-3,4'-pyrrolo[1,2-b]pyrazol]-2'-yl}-3-(trifluoromethyl)pyridin-2-amine